COC=1C(=CN(C1C1=C(C=C(C=C1F)F)F)S(=O)(=O)C=1C=NC(=CC1)C(F)(F)F)C=O 4-methoxy-1-((6-(trifluoromethyl)pyridin-3-yl)sulfonyl)-5-(2,4,6-trifluorophenyl)-1H-pyrrole-3-carbaldehyde